FC1=CC=C(C=C1)C1(C(CCCC1)=O)[N+](=O)[O-] 2-(4-fluorophenyl)-2-nitrocyclohexanone